octahydropyrrolo[1,2-a]azocin-5(1H)-one C1CCN2C1CCCCCC2=O